Deoxyfucose O=CC[C@H](O)[C@H](O)[C@@H](O)C